C(C)OC=1C=C(C=2N(C1)N=CC2C#N)C=2C=NC(=CC2)F 6-ethoxy-4-(6-fluoro-3-pyridyl)pyrazolo[1,5-a]pyridine-3-carbonitrile